ClC=1C=C(C=CC1Cl)C1N(CCC(C1)N1C(NC2=C1C=CC=C2C=2C=NC=NC2)=O)C(=O)N (3,4-dichlorophenyl)-4-[2-oxo-4-(pyrimidin-5-yl)-2,3-dihydro-1H-1,3-benzodiazol-1-yl]piperidine-1-carboxamide